5-aminopentanol hydrochloride Cl.NCCCCCO